9H-carbazole-2,7-diol C1=C(C=CC=2C3=CC=C(C=C3NC12)O)O